ethyl 3-((4-(indolin-1-yl)-6-(1H-pyrazol-1-yl)-1,3,5-triazin-2-yl)amino)propanoate N1(CCC2=CC=CC=C12)C1=NC(=NC(=N1)N1N=CC=C1)NCCC(=O)OCC